N-(tert-Butoxycarbonyl)-N-(4-fluorophenethyl)glycine C(C)(C)(C)OC(=O)N(CC(=O)O)CCC1=CC=C(C=C1)F